CN(C1=NC=C(C=N1)C(=O)O)C1=CC=2C(CCC(C2C=C1OCCCCC)(C)C)(C)C 2-[methyl-(5,5,8,8-tetramethyl-3-pentoxy-6,7-dihydronaphthalen-2-yl)amino]pyrimidine-5-carboxylic acid